BrC1=CC=C2CCC[C@]3(CC4=NC(=CC(=C4CO3)Cl)Cl)C2=C1 |r| rac-(S)-7-bromo-2',4'-dichloro-3,4,5',8'-tetrahydro-2H-spiro[naphthalene-1,7'-pyrano[4,3-b]pyridine]